2,4,6-trimercapto-s-triazine monosodium salt [Na].SC1=NC(=NC(=N1)S)S